3-(((tert-butoxycarbonyl) amino) methyl)-3-fluorocyclobutyl 4-methylbenzenesulfonate CC1=CC=C(C=C1)S(=O)(=O)OC1CC(C1)(F)CNC(=O)OC(C)(C)C